ClCC1=C(C=C(C=C1)C=1N(C=C(N1)C(F)(F)F)C)OC 2-(4-(chloromethyl)-3-methoxyphenyl)-1-methyl-4-(trifluoromethyl)-1H-imidazole